O1CCOC12C[C@H](N(CC2)C(=O)OC(C)(C)C)C(=O)OCC 8-(tert-butyl) 7-ethyl (S)-1,4-dioxa-8-azaspiro[4.5]decane-7,8-dicarboxylate